CSCSSC 2,4,5-trithiahexane